NC1=C(C(N(C(N1)=O)C)=O)I 6-amino-5-iodo-3-methylpyrimidine-2,4(1H,3H)-dione